6-bromo-8-(4,4-difluoropiperidin-1-yl)-2,3-dimethylimidazo[1,2-a]pyrazine BrC=1N=C(C=2N(C1)C(=C(N2)C)C)N2CCC(CC2)(F)F